(3R)-7-((2S,5R)-4-acryloyl-2,5-dimethylpiperazin-1-yl)-9-chloro-10-(2,4-difluorophenyl)-3-(3-(4-methyl-3-oxopiperazin-1-yl)propyl)-2,3-dihydro-5H-[1,4]oxazino[2,3,4-ij]quinazolin-5-one C(C=C)(=O)N1C[C@@H](N(C[C@H]1C)C1=NC(N2C3=C(C(=C(C=C13)Cl)C1=C(C=C(C=C1)F)F)OC[C@H]2CCCN2CC(N(CC2)C)=O)=O)C